2-[4-[8-[3-chloro-4-[4-[2-[3-(dimethylamino)azetidin-1-yl]ethyl]piperazine-1-carbonyl]anilino]imidazo[1,2-a]pyrazin-3-yl]-2,3-difluorophenoxy]acetonitrile ClC=1C=C(NC=2C=3N(C=CN2)C(=CN3)C3=C(C(=C(OCC#N)C=C3)F)F)C=CC1C(=O)N1CCN(CC1)CCN1CC(C1)N(C)C